BrC1=C(OCC=2C=C(C=O)C=CC2)C=C(C=C1)CO[Si](C)(C)C(C)(C)C 3-((2-bromo-5-((tert-butyl-(dimethyl)silyl)oxymethyl)phenoxy)methyl)benzaldehyde